2,6-Dichloro-N-(4-chlorophenyl)-5-methylpyrimidin-4-amine ClC1=NC(=C(C(=N1)NC1=CC=C(C=C1)Cl)C)Cl